1-(dimethylamino)-3-(dodecyloxy)propan-2-ol CN(CC(COCCCCCCCCCCCC)O)C